1,2-dibromo-4,5-di(octyloxy)benzene BrC1=C(C=C(C(=C1)OCCCCCCCC)OCCCCCCCC)Br